CC1(CC(C1)NC(=O)C=1C(N(C2=NC=C(C=C2C1O)C1=CC=C(C=C1)F)CCN1CCOCC1)=O)C N-(3,3-dimethylcyclobutyl)-6-(4-fluorophenyl)-4-hydroxy-1-(2-morpholinylethyl)-2-oxo-1,2-dihydro-1,8-naphthyridine-3-carboxamide